4-(3-Methoxy-4'-methyl-biphenyl-2-yl-but-3-en-1-ynyl)-benzic acid COC=1C(=C(C=CC1)C1=CC=C(C=C1)C)C=CC#CC1=CC=C(C(=O)O)C=C1